CCCCC(=O)OCCC n-propyl n-valerate